butyl (3R)-3-[(R)-[2-(3-bromophenyl)ethoxy](phenyl)methyl]-4-[(4-methoxyphenyl)methyl]-2H,3H-pyrido[2,3-b]pyrazine-1-carboxylate BrC=1C=C(C=CC1)CCO[C@@H]([C@H]1CN(C2=C(N1CC1=CC=C(C=C1)OC)N=CC=C2)C(=O)OCCCC)C2=CC=CC=C2